N-(6-amino-5-ethylpyridin-3-yl)-2-((2R,5S)-5-methyl-2-(7-(1-methylpiperidin-4-yl)naphthalen-2-yl)piperidin-1-yl)-2-oxoacetamide NC1=C(C=C(C=N1)NC(C(=O)N1[C@H](CC[C@@H](C1)C)C1=CC2=CC(=CC=C2C=C1)C1CCN(CC1)C)=O)CC